OCC=1N=C(C2=C(N1)N(C(C21CCCC1)=O)C=1C=NC(=CC1)N1C[C@H](O[C@H](C1)C)C)NCC(F)(F)F 2'-(hydroxymethyl)-7'-{6-[(2R,6S)-2,6-dimethyl-1,4-oxazinan-4-yl]pyridin-3-yl}-4'-[(2,2,2-trifluoroethyl)amino]-6',7'-dihydrospiro[cyclopentane-1,5'-pyrrolo[2,3-d]pyrimidine]-6'-one